C1(C\C=C/CC)C(=O)OC1=O cis-3-hexene-1,1-dicarboxylic acid anhydride